NC1=NC=CC2=C1N=C(N=C2)C=2C=C(C=CC2)C#C[C@]2(C(N(CC2)C([2H])([2H])[2H])=O)O (R)-3-[2-[3-(8-aminopyrido[3,4-d]pyrimidin-2-yl)phenyl]ethynyl]-3-hydroxy-1-(trideuteromethyl)pyrrolidin-2-one